tertiary butyl-triphenylamine C(C)(C)(C)C1=C(C=CC=C1)N(C1=CC=CC=C1)C1=CC=CC=C1